[Te].C(CC)(=O)O propionic acid tellurium